[benzyl(methyl)amino]-2-[(4-methoxyphenyl)methylamino]propan-1-one C(C1=CC=CC=C1)N(C)C(C(C)NCC1=CC=C(C=C1)OC)=O